FC(CN1C(=NC2=NC=C(C=C21)C=2C=CN1N=C(N=CC12)NC1CCC(CC1)O)C)F 4-((5-(1-(2,2-difluoroethyl)-2-methyl-1H-imidazo[4,5-b]pyridin-6-yl)pyrrolo[2,1-f][1,2,4]triazin-2-yl)amino)cyclohexan-1-ol